O=C1NC(CCN1)=O 2,6-dioxotetrahydropyrimidine